O1N=C(C=C1)C(=O)N isoxazole-3-carboxamide